dihydroxymethylal OC(OC)(OC)O